Cl.Cl.IC=1C=C2CN=C(NC2=C(C1I)I)SCCN1CCCC1 6,7,8-triiodo-2-((2-(pyrrolidin-1-yl)ethyl)thio)-1,4-dihydroquinazoline Dihydrochloride salt